OC1=CC=C2NC=C(CCN)C2=C1 L-5-hydroxytryptamine